CN(C)C1=C2C=CC=C3C2=C(C=C1)C(=O)OC3=O 4-dimethylamino-1,8-naphthalic anhydride